1-(6-(tert-butyl)-5-fluoropyridin-3-yl)ethan-1-one C(C)(C)(C)C1=C(C=C(C=N1)C(C)=O)F